ClC=1C=C2C=C(C(NC2=CC1)=O)CNC=1C(N(C=CC1)C1CC1)=O 6-chloro-3-{[(1-cyclopropyl-2-oxo-1,2-dihydropyridin-3-yl)amino]methyl}-1,2-dihydroquinolin-2-one